C(C)OC(CC1CCN(CC1)C1=C(C=C(C=C1F)C1=CSC(=C1)C=O)F)=O {1-[2,6-difluoro-4-(5-formyl-thiophen-3-yl)-phenyl]Piperidin-4-yl}-acetic acid ethyl ester